2-(5-methyl-pyridin-3-yl)-butan-2-ol CC=1C=C(C=NC1)C(C)(CC)O